3-(2-chloro-1,3-benzothiazol-6-yl)-4-methyl-4,5-dihydro-1H-pyridazin-6-one ClC=1SC2=C(N1)C=CC(=C2)C2=NNC(CC2C)=O